C(CCC)C1OC(OC1)C1CC2OC2CC1 3-(4-butyl-1,3-dioxolan-2-yl)-7-oxabicyclo[4.1.0]heptane